(S*)-6-(cyclopropanecarboxamido)-4-((4-methoxy-1-methyl-5-(2,2,2-trifluoro-1-methoxyethyl)-1H-indazol-3-yl)amino)-N-(methyl-d3)nicotinamide C1(CC1)C(=O)NC1=NC=C(C(=O)NC([2H])([2H])[2H])C(=C1)NC1=NN(C2=CC=C(C(=C12)OC)[C@@H](C(F)(F)F)OC)C |o1:31|